(S)-N6-(3-(4-(Benzo[d]thiazol-2-yl)piperazin-1-yl)propyl)-4,5,6,7-tetrahydrobenzo[d]thiazole-2,6-diamine S1C(=NC2=C1C=CC=C2)N2CCN(CC2)CCCN[C@@H]2CC1=C(N=C(S1)N)CC2